(S)-Methyl 1-(1-(3-fluorophenyl)ethyl)-3-(methylcarbamoyl)-1H-pyrazole-5-carboxylate FC=1C=C(C=CC1)[C@H](C)N1N=C(C=C1C(=O)OC)C(NC)=O